FC(S(=O)(=O)OC=1C[C@H](O[C@H](C1)C=1C=NN(C1)C1CC1)CO)(F)F [(2S,6R)-6-(1-cyclopropylpyrazol-4-yl)-2-(hydroxymethyl)-3,6-dihydro-2H-pyran-4-yl] trifluoromethanesulfonate